ClC1=CC=C(C=C1)[C@@]1(N(C(C2=CC(=CC=C12)C(C(=O)NC=1C=NN(C1)C)(C)O)=O)CC1=NC=C(C=C1)Cl)OC 2-[(1R)-1-(4-Chlorophenyl)-2-[(5-chloropyridin-2-yl)methyl]-1-methoxy-3-oxo-2,3-dihydro-1H-isoindol-5-yl]-2-hydroxy-N-(1-methyl-1H-pyrazol-4-yl)propanamid